2-[2-{[(2-sulfoethyl)-sulfanyl]imino}imidazolidin-1-yl]acetic acid S(=O)(=O)(O)CCSN=C1N(CCN1)CC(=O)O